4'-fluoro-4-hydroxybiphenyl FC1=CC=C(C=C1)C1=CC=C(C=C1)O